CN(C1(CCC2(CN(C(N2CC2(CCC2)O)=O)CC(C(=O)NCCO)(C)C)CC1)C1=CC=CC=C1)C 3-[8-Dimethylamino-1-[(1-hydroxy-cyclobutyl)-methyl]-2-oxo-8-phenyl-1,3-diazaspiro[4.5]decan-3-yl]-N-(2-hydroxy-ethyl)-2,2-dimethyl-propionamide